(1R)-1-(3-fluoropyridin-2-yl)ethan-1-ol FC=1C(=NC=CC1)[C@@H](C)O